tri(phenylethoxy)phenol C1(=CC=CC=C1)CCOC1=C(C(=C(C=C1)O)OCCC1=CC=CC=C1)OCCC1=CC=CC=C1